N-(6-methoxy-2-methyl-3-pyridyl)acetamide COC1=CC=C(C(=N1)C)NC(C)=O